pyridine-2-yl 2-((2-ethoxyphenoxy)methyl)morpholine-4-carboxylate C(C)OC1=C(OCC2CN(CCO2)C(=O)OC2=NC=CC=C2)C=CC=C1